4-(3-benzoyl-1-(2-(1-tosyl-4-(trifluoromethyl)piperidin-2-yl)benzyl)thioureido)-1H-imidazole-5-carboxamide C(C1=CC=CC=C1)(=O)NC(N(CC1=C(C=CC=C1)C1N(CCC(C1)C(F)(F)F)S(=O)(=O)C1=CC=C(C)C=C1)C=1N=CNC1C(=O)N)=S